N1(C=NC=C1)C(=O)OCCOC(C=C)=O 2-prop-2-enoyloxyethyl imidazole-1-carboxylate